C(C)OC(CNC([C@@H](C)OC1=CC=C(C=C1)OC=1OC2=C(N1)C=CC(=C2)Cl)=O)=O (R)-(2-(4-(6-chlorobenzoxazole-2-oxy)phenoxy)propionyl)glycine ethyl ester